BrC1=CC=C(C=C1)C#CC1=CC=CC=C1 1-bromo-4-(phenylethynyl)benzene